C1(=CC=CC=C1)COC(=O)C(C)CCCCCC Octane-2-carboxylic acid phenylmethyl ester